1-(4-pivalamidobutyl)-1H-benzo[d]imidazole-5-carboxamide C(C(C)(C)C)(=O)NCCCCN1C=NC2=C1C=CC(=C2)C(=O)N